2-(1,1-dioxothian-4-yl)-6-((5-methyl-3-(6-methylpyridin-3-yl)-1,2-oxazol-4-yl)methoxy)-1H-pyrrolo[3,4-c]pyridin-3-one O=S1(CCC(CC1)N1C(C=2C=NC(=CC2C1)OCC=1C(=NOC1C)C=1C=NC(=CC1)C)=O)=O